C(#C)[C@]1(CC[C@@]2([C@H]3CC[C@@]4([C@H](CC[C@H]4[C@@H]3CC[C@@H]2C1)[C@H](C)[C@@H](C(F)(F)F)O)C)C)O (3R,5R,8R,9S,10S,13S,14S,17R)-3-ethynyl-10,13-dimethyl-17-((2S,3S)-4,4,4-trifluoro-3-hydroxybutan-2-yl)hexadecahydro-1H-cyclopenta[a]phenanthren-3-ol